C(CCC)OC(=O)C(C(=O)[O-])(CN)N 2-(n-butyloxycarbonyl)-2,3-(S)-diaminopropionate